N1C=C(C2=CC=CC=C12)C(C(=O)N)=O 2-(1H-indol-3-yl)-2-oxoacetamide